C(C1=CC=CC=C1)OC1CN(CC1)CC(=O)C1=C(N(C(=C1)C)C1=CC=C(C=C1)Cl)C 2-(3-(Benzyloxy)pyrrolidin-1-yl)-1-(1-(4-chlorophenyl)-2,5-dimethyl-1H-pyrrol-3-yl)ethanone